5-butyl-N5,6-dimethyl-N3-[4-(methylsulfonyl)benzyl]-2-oxo-1-[3-(trifluoromethyl)phenyl]-1,2-dihydropyridine-3,5-dicarboxamide C(CCC)C1(C=C(C(N(C1C)C1=CC(=CC=C1)C(F)(F)F)=O)C(=O)NCC1=CC=C(C=C1)S(=O)(=O)C)C(=O)NC